S1C(=NC=C1)CNC1=CC=C2C(=CC(OC2=C1)=O)C1=C(C=CC=C1)C 7-((thiazol-2-ylmethyl)amino)-4-(o-tolyl)-2H-chromen-2-one